N1=C(C=CC=C1)SS[C@H]1[C@@H](CCC2=CC=CC=C12)O |r| racemic-trans-1-(2-pyridyldithio)tetralin-2-ol